C(C1=CC=CC=C1)(=O)OC1CCC2(CNC3=NC=C(C(=C32)Cl)Br)CC1 (1r,4r)-5'-bromo-4'-chloro-1',2'-dihydrospiro[cyclohexane-1,3'-pyrrolo[2,3-b]pyridine]-4-yl benzoate